C(C)(C)(C)OC(=O)N1C[C@@H]2C([C@@H]2C1)C=O (1s,5r,6s)-6-formyl-3-azabicyclo[3.1.0]hexane-3-carboxylic acid tert-butyl ester